O=C1C2=CC=CC=C2C(C=2C=CC(=CC12)C(=O)N1CCC(CC1)S(=O)(=O)O)=O 1-(9,10-dioxo-9,10-dihydroanthracene-2-carbonyl)piperidine-4-sulfonic acid